tert-butyl (2S,6R*)-6-hydroxy-2-(hydroxymethyl)-6-(prop-2-en-1-yl)-1,4-oxazepane-4-carboxylate O[C@@]1(CN(C[C@H](OC1)CO)C(=O)OC(C)(C)C)CC=C |o1:1|